antimony thioglycolate C(CS)(=O)[O-].[Sb+3].C(CS)(=O)[O-].C(CS)(=O)[O-]